C(#N)C1=C(CBr)C=C(C=C1)F 2-Cyano-5-fluorobenzyl bromide